CC1=CC=CC(=N1)C=1C=C(C=2OCCNC2N1)NC1=CC=NC=C1 N-[6-(6-methylpyridin-2-yl)-2H,3H,4H-pyrido[3,2-b][1,4]oxazin-8-yl]pyridin-4-amine